CC1(C2(C(C(C1CC2)=O)=O)C(=O)Cl)C 7,7-dimethyl-2,3-dioxobicyclo[2.2.1]heptane-1-carbonyl chloride